N-methoxy-N,1-dimethyl-2-oxabicyclo[2.1.1]hexane-4-carboxamide CON(C(=O)C12COC(C1)(C2)C)C